C1(CC1)NC1(CCCCCC1)CC1=C(C(=O)N)C=CC(=C1)C#CC1=C(C=NC=C1)F ((1-(cyclopropylamino)cycloheptyl)methyl)-4-((3-fluoropyridin-4-yl)ethynyl)benzamide